CC(C(=O)N1CCC(CC1)CN1[C@@H]([C@H]([C@@H]([C@H](C1)O)O)O)CO)C 2-methyl-1-(4-(((2r,3r,4r,5s)-3,4,5-trihydroxy-2-(hydroxymethyl)piperidin-1-yl)methyl)piperidin-1-yl)propan-1-one